{2-[2-(2-amino-ethoxy)-ethoxy]-ethyl}-carbamic acid tert-butyl ester C(C)(C)(C)OC(NCCOCCOCCN)=O